FC(C(=O)O)(F)F.C(C=CC)N1[C@@H](CNCC1)C (R)-N-2-butenyl-2-methylpiperazine trifluoroacetate